1,3-dichloro-1,1,3-trifluoropropane ClC(CC(F)Cl)(F)F